[C@@H]12CN(C[C@@H](OC1)C2)C(=O)C2=NN1C(CNCCC1)=C2 ((1R,5S)-6-oxa-3-azabicyclo[3.2.1]octan-3-yl)(5,6,7,8-tetrahydro-4H-Pyrazolo[1,5-a][1,4]diazepin-2-yl)methanone